C(C)O[C@H]1C[C@H](C1)NC1=NN2C(C=N1)=C(C=C2)C=2C=C1C(=NC2)N=C(N1C(C)C)C N-(cis-3-ethoxycyclobutyl)-5-(1-isopropyl-2-methyl-1H-imidazo[4,5-b]pyridin-6-yl)pyrrolo[2,1-f][1,2,4]triazin-2-amine